FC(C=1C=CC2=C(N=C(O2)C23CC(C2)(C3)NC(OC(C)(C)C)=O)C1)(F)F tert-butyl (3-(5-(trifluoromethyl)benzo[d]oxazol-2-yl)bicyclo[1.1.1]pentan-1-yl)carbamate